3-ethyl-4-cyclohexene-1,2-dicarboxylic acid C(C)C1C(C(CC=C1)C(=O)O)C(=O)O